(-)-(2R,3R)-2-(2-chloropropenyl)-3-hydroxypiperidine ClC(=C[C@H]1NCCC[C@H]1O)C